COC1=CC(=CC=2C=CC3=CC(=CC=C3C12)O)O 4-methoxy-phenanthrene-2,7-diol